1,4,10,13-tetraoxa-7,16-diaza-octadecaneN O=CCOCCNCCOCCOCCNCC